ClC1=C(C=C(C=C1)C(CN1N=C(C(=C1C(=O)OCC)C(F)(F)F)C(=O)OCC)=O)C Diethyl 1-[2-(4-chloro-3-methylphenyl)-2-oxoethyl]-4-(trifluoromethyl)-1H-pyrazole-3,5-dicarboxylate